N-carbobenzoxyoxysuccinimide C(=O)(OCC1=CC=CC=C1)ON1C(CCC1=O)=O